ClC=1C=NN2C1N=C(N=C2C2(CC(C2)N)N)C2=C(C=CC=C2F)F 1-(8-chloro-2-(2,6-difluorophenyl)pyrazolo[1,5-a][1,3,5]triazin-4-yl)cyclobutane-1,3-diamine